BrC1=C2CN(C(NC2=CC=C1)=O)C1CCC(CC1)C(=O)NC1=CC(=C(C=C1)C)OC (1s,4s)-4-(5-bromo-2-oxo-1,2-dihydroquinazolin-3(4H)-yl)-N-(3-methoxy-4-methylphenyl)cyclohexanecarboxamide